3-[(1-benzyl-3,6-dihydro-2H-pyridin-4-yl)oxymethyl]azetidine-1-carboxylic acid tert-butyl ester C(C)(C)(C)OC(=O)N1CC(C1)COC=1CCN(CC1)CC1=CC=CC=C1